(R)-2-((8-(3-aminopiperidin-1-yl)-7-(but-2-yn-1-yl)-3-methyl-2,6-dioxo-2,3,6,7-tetrahydro-1H-purin-1-yl)methyl)-5-chlorobenzoic acid isopropyl ester C(C)(C)OC(C1=C(C=CC(=C1)Cl)CN1C(N(C=2N=C(N(C2C1=O)CC#CC)N1C[C@@H](CCC1)N)C)=O)=O